1-((((2-(4'-Fluoro-2'-(4-methyl-4H-1,2,4-triazol-3-yl)-[1,1'-biphenyl]-3-yl)-7-(trifluoromethyl)-1H-benzo[d]imidazol-5-yl)methyl)amino)methyl)cyclobutan-1-ol FC1=CC(=C(C=C1)C1=CC(=CC=C1)C1=NC2=C(N1)C(=CC(=C2)CNCC2(CCC2)O)C(F)(F)F)C2=NN=CN2C